2-(2,6-dioxo-3-piperidyl)-6-fluorosulfonyloxy-1-oxo-isoindoline O=C1NC(CCC1N1C(C2=CC(=CC=C2C1)OS(=O)(=O)F)=O)=O